C1(CC1)C1=NC=NC(=C1C=1N=CC2=C(N1)N(C(C=C2)=O)CC2=CC=C(C=C2)C2=NC=C(C=C2OC(C)C)F)OC 2-(4-cyclopropyl-6-methoxypyrimidin-5-yl)-8-{[4-(5-fluoro-3-isopropoxypyridin-2-yl)phenyl]methyl}pyrido[2,3-d]pyrimidin-7-one